NC1CC(C1)O 3-aminocyclobutane-1-ol